1-(3-nitro-5-trifluoromethyl-phenyl)-ethylamine [N+](=O)([O-])C=1C=C(C=C(C1)C(F)(F)F)C(C)N